C(CCC)N(CCCC)C[Si](C)(C)C N-butyl-N-((trimethylsilyl)methyl)butan-1-amine